(rac)-2-methoxycyclohexan-1-one CO[C@H]1C(CCCC1)=O |r|